ClC=1C(=NC(=NC1)NC1=CC(=C(C=C1OC(C)C)C1CCN(CC1)CC1=CC(=NC=C1)N1C(NC(CC1)=O)=O)C)NC1=C(C=CC=C1)S(=O)(=O)C(C)C 1-(4-((4-(4-((5-chloro-4-((2-(isopropylsulfonyl)phenyl)amino)pyrimidin-2-yl)amino)-5-isopropoxy-2-methylphenyl)piperidin-1-yl)methyl)pyridin-2-yl)dihydropyrimidine-2,4(1H,3H)-dione